3-(2-(sec-butyl)-5-methylphenyl)-2-iminothiazolidin-4-one C(C)(CC)C1=C(C=C(C=C1)C)N1C(SCC1=O)=N